FC(C1=NN=C(O1)C=1C=CC(=NC1)CN1C(N(C(C1=O)(C)C)C1=C2CCN(C2=CC=C1)C(=O)OC(C)(C)C)=O)F tert-butyl 4-(3-((5-(5-(difluoromethyl)-1,3,4-oxadiazol-2-yl)pyridin-2-yl)methyl)-5,5-dimethyl-2,4-dioxoimidazolidin-1-yl)indolin-1-carboxylate